mono-silane methacrylate C(C(=C)C)(=O)O.[SiH4]